6-METHYL-5-OXO-HEPTANAL CC(C(CCCC=O)=O)C